C(C1=CC=CC=C1)OC1=CC=C2CCN(CC2=C1)CC1=NC2=C(N1C[C@H]1OCC1)C=C(C=C2)C(=O)O (S)-2-((7-(benzyloxy)-3,4-dihydroisoquinolin-2(1H)-yl)methyl)-1-((oxetan-2-yl)methyl)-1H-benzo[d]imidazole-6-carboxylic acid